FC1=C(C(=C(C=C1)OC)F)OC 1,3-difluoro-2,4-dimethoxybenzene